ClC=1C=C(C=CC1Cl)NC(=O)N1[C@H]2CC[C@@H]1CC1=C2C=C(C=C1)F (5S,8R)-N-(3,4-dichlorophenyl)-3-fluoro-6,7,8,9-tetrahydro-5H-5,8-epiminobenzo[7]annulene-10-carboxamide